OC[C@H](C[C@H]1C(NCC1)=O)NC([C@H](CC(C)C)NC(=O)OC1C[C@H]2CC[C@@H](C1)N2C(=O)OCC2=CC=CC=C2)=O Benzyl (1R,3s,5S)-3-((((S)-1-(((S)-1-hydroxy-3-((S)-2-oxopyrrolidin-3-yl)propan-2-yl)amino)-4-methyl-1-oxopentan-2-yl)carbamoyl)oxy)-8-azabicyclo[3.2.1]octane-8-carboxylate